ClC1=C(C=CC=C1Cl)N1CCN(CC1)CC=1C=C2CN(C(C2=CC1)=O)N1C(NC(CC1)=O)=O 1-(5-((4-(2,3-dichlorophenyl)piperazin-1-yl)methyl)-1-oxoisoindolin-2-yl)dihydropyrimidine-2,4(1H,3H)-dione